COC(=O)C1=CC=NC2=CC=C(C=C12)C1(CC1)C1=NC=CC=C1F 6-(1-(3-fluoropyridin-2-yl)cyclopropyl)quinoline-4-carboxylic acid methyl ester